6-acetyl-3-hydroxyphenolate C(C)(=O)C1=CC=C(C=C1[O-])O